5-chloro-4-(1-methyl-1,2,3,6-tetrahydropyridin-4-yl)-2-nitroaniline ClC=1C(=CC(=C(N)C1)[N+](=O)[O-])C=1CCN(CC1)C